5-(5-methylfuran-2-yl)-6-(4-methylquinazolin-6-yl)-1,2,4-triazin-3-amine CC1=CC=C(O1)C=1N=C(N=NC1C=1C=C2C(=NC=NC2=CC1)C)N